FC1=C(OC2=C(C=C(C=C2)NS(=O)(=O)CC)C2=C3C(=NC(=C2)C)N(C(=C3)C)S(=O)(=O)CC3=CC=CC=C3)C=CC(=C1)F N-(4-(2,4-difluorophenoxy)-3-(2,6-dimethyl-1-toluenesulfonyl-1H-pyrrolo[2,3-b]pyridin-4-yl)phenyl)ethanesulfonamide